trans-2-((4-(4-(5-Chlorothiophen-2-yl)-5-methyl-4H-1,2,4-triazol-3-yl)cyclohexyl)oxy)pyridine ClC1=CC=C(S1)N1C(=NN=C1C)[C@@H]1CC[C@H](CC1)OC1=NC=CC=C1